L-ornithine taurine salt NCCS(=O)(=O)O.N[C@@H](CCCN)C(=O)O